C(C1=CC=CC=C1)OCC[C@@H]1CN(CC=2N1N=C(C2C2=CC=NC=C2)C2=CC=C(C=C2)F)C(=O)OC(C)(C)C |r| tert-butyl (7RS)-7-[2-(benzyloxy)ethyl]-2-(4-fluorophenyl)-3-(pyridin-4-yl)-6,7-dihydropyrazolo[1,5-a]pyrazine-5(4H)-carboxylate